C(OC1CCC(CC1)(C(C)(C)C)C(C)(C)C)(=O)O[O-] 4,4-bis-t-butylcyclohexyl peroxycarbonate